7-Methoxy-3-methyl-8-(1,2,3,4-tetrahydroquinoline-1-carbonyl)quinoxalin-2(1H)-one COC1=CC=C2N=C(C(NC2=C1C(=O)N1CCCC2=CC=CC=C12)=O)C